N-(3''-fluoro-5''-methoxy-2,2'-dimethyl-4''-(((tetrahydro-2H-pyran-4-yl)amino)methyl)-[1,1':3',1''-terphenyl]-3-yl)-3-methyl-2,4-dioxo-1,2,3,4-tetrahydropyrimidine-5-carboxamide FC=1C=C(C=C(C1CNC1CCOCC1)OC)C=1C(=C(C=CC1)C1=C(C(=CC=C1)NC(=O)C=1C(N(C(NC1)=O)C)=O)C)C